(S)-5-(aminomethyl)-2,2-diphenyl-1,4-thiazepan-3-one NC[C@H]1NC(C(SCC1)(C1=CC=CC=C1)C1=CC=CC=C1)=O